C(CCCCCCC\C=C/C\C=C/CCCCC)(=O)OC(C(=O)O)CCCCCC\C=C/CCCCCCCC linoleoyloxyoleic acid